tert-Butyl (R)-4-(2-(methyl-d3)-6-((tetrahydrofuran-3-yl)carbamoyl)pyridin-3-yl)piperazine-1-carboxylate C(C1=NC(=CC=C1N1CCN(CC1)C(=O)OC(C)(C)C)C(N[C@H]1COCC1)=O)([2H])([2H])[2H]